(1S,3'R,6'R,10'E)-6-chloro-3,4-dihydro-2H,15'H-spiro[naphthalene-1,22'-[20]oxa[13]thia[1,14]diazatetracyclo[14.7.2.03,6.019,24]pentacosa[10,16,18,24]tetraen]-15'-one 13',13'-dioxide ClC=1C=C2CCC[C@]3(COC4=CC=C5C(NS(C/C=C/CCC[C@@H]6CC[C@H]6CN(C3)C4=C5)(=O)=O)=O)C2=CC1